N-(2,2-difluoroethyl)-5-(5-phenyl-1H-pyrrolo[2,3-b]pyridin-3-yl)pyrazolo[1,5-a]pyridine-3-carboxamide FC(CNC(=O)C=1C=NN2C1C=C(C=C2)C2=CNC1=NC=C(C=C12)C1=CC=CC=C1)F